IC1=NN(C2=NC=NC(=C21)N)CC#C 3-IODO-1-(PROP-2-YN-1-YL)-1H-PYRAZOLO[3,4-D]PYRIMIDIN-4-AMINE